N1(CCCCCC1)CC#CC1=NC=CC(=C1)N1CCC2(CCN(CC2)C2=C(N=NC(=C2)Cl)N)CC1 4-(9-(2-(3-(azepan-1-yl)prop-1-yn-1-yl)pyridin-4-yl)-3,9-diazaspiro[5.5]undecan-3-yl)-6-chloropyridazin-3-amine